methyl [5-(benzoyl)benzimidazol-2-yl]carbamate C(C1=CC=CC=C1)(=O)C1=CC2=C(N=C(N2)NC(OC)=O)C=C1